(2R,3R,4R)-2-(6-Chloro-2-iodo-8-(thiophen-2-yl)-9H-purin-9-yl)tetrahydrofuran-3,4-diyl diacetate C(C)(=O)O[C@H]1[C@@H](OC[C@H]1OC(C)=O)N1C2=NC(=NC(=C2N=C1C=1SC=CC1)Cl)I